N-(bicyclo[2.2.1]hept-2-yl)-5-(3-chloro-4-methoxyphenyl)-1H-pyrrolo[2,3-b]pyridin-4-amine C12C(CC(CC1)C2)NC=2C1=C(N=CC2C2=CC(=C(C=C2)OC)Cl)NC=C1